Cl.C(#C)C1(CCNCC1)F 4-ethynyl-4-fluoro-piperidine hydrochloride